CS(=O)(=O)C1=CC=C(C=C1)C1=NN2C(=NC=3C=CC=CC3C2=N1)NC=1C(N=CC=CC1)=O (3R)-3-({2-[4-(methylsulfonyl)phenyl][1,2,4]triazolo[1,5-c]quinazolin-5-yl}amino)azepin-2-one